C(C=C)NC1=CC=C(OC)C=C1 N-allyl-p-Anisidine